3-[3-(4-Fluoro-benzyl)-3H-imidazo[4,5-b]pyridin-2-yl]-N-[(S)-1-(4-pyrrolidin-1-yl-phenyl)-ethyl]-propionamide FC1=CC=C(CN2C(=NC=3C2=NC=CC3)CCC(=O)N[C@@H](C)C3=CC=C(C=C3)N3CCCC3)C=C1